FC1=CC(=CC2=C1N=CN2CCOC)C(=O)[O-] 7-fluoro-3-(2-methoxyethyl)benzimidazole-5-carboxylate